O=C1NC(CCC1N1C(C2=CC=C(C=C2C1=O)NCCCCCC(N1CCC(CC1)N1N=CC(=C1)C1=CC=CC=C1)=O)=O)=O 2-(2,6-dioxopiperidin-3-yl)-5-((6-oxo-6-(4-(4-phenyl-1H-pyrazol-1-yl)piperidin-1-yl)hexyl)amino)isoindoline-1,3-dione